CC1(CC=NO1)C 5,5-DIMETHYL-4H-1,2-OXAZOLE